(5-chloro-6-(dimethylamino)pyridin-3-yl)boronic acid ClC=1C=C(C=NC1N(C)C)B(O)O